OC1=CC=C(C(=O)OC\C=C\C2=CC(OC)=C(O)C(OC)=C2)C=C1 sinapyl p-hydroxybenzoate